C(CCCCC)C1(OCCC(C1)C)C 2-hexyl-2,4-dimethyltetrahydro-2H-pyran